N[C@@H](C1=C(C=C(C(=C1)Cl)Cl)O)C1CCN(CC1)C1=NC=C(C=C1)N (R)-2-(amino(1-(5-aminopyridin-2-yl)piperidin-4-yl)methyl)-4,5-dichlorophenol